BrC=C(C(=O)O)CCCCCCC bromomethylenenonanoic acid